pentane-2-ol CC(CCC)O